7-(((S)-1-fluoroprop-2-yl)oxy)-2-(1-methyl-2-oxabicyclo[2.2.1]hept-4-yl)imidazo[1,2-a]pyridine-6-carboxylic acid FC[C@H](C)OC1=CC=2N(C=C1C(=O)O)C=C(N2)C21COC(CC2)(C1)C